BrC=1C=C(C=CC1)C1=NOC=C1 3-(3-bromophenyl)isoxazol